(S)-2-amino-5-(4-chlorophenyl)-4-oxo-4,5-dihydrofuran-3-yl-5-d propane-1-sulfonate C(CC)S(=O)(=O)OC1=C(O[C@@](C1=O)([2H])C1=CC=C(C=C1)Cl)N